NC1=NC=2C=C(C(=CC2C=2N1N=C(N2)[C@@H]2CC[C@@H](N(C2)C(=O)C2CC(C2)C#N)C)F)OC 3-((2S,5R)-5-(5-amino-9-fluoro-8-methoxy-[1,2,4]triazolo[1,5-c]quinazolin-2-yl)-2-methylpiperidine-1-carbonyl)cyclobutanecarbonitrile